O1CC(C1)OC1=NC(=NC=C1C(F)(F)F)N[C@H]1C[C@H](CCC1)C1=NN=C2N1C=CC(=C2)C(=O)N 3-[(1S,3R)-3-[[4-(oxetan-3-yloxy)-5-(trifluoromethyl)pyrimidin-2-yl]amino]cyclohexyl]-[1,2,4]triazolo[4,3-a]pyridine-7-carboxamide